NC(CO)(CO)CO.P(=O)(OCN1N=CC(=C1)C=1C2=C(C(=NC1)C1=C(C=C(C(=C1)C(C)=O)N)F)C(=NO2)N)(O)O (4-(4-(5-acetyl-4-amino-2-fluorophenyl)-3-aminoisoxazolo[4,5-c]pyridin-7-yl)-1H-pyrazol-1-yl)methyl monohydrogen phosphate trometamol salt